tert-butyl (3-(3-(2,4-dioxotetrahydropyrimidin-1(2H)-yl)phenyl)prop-2-yn-1-yl)carbamate O=C1N(CCC(N1)=O)C=1C=C(C=CC1)C#CCNC(OC(C)(C)C)=O